FC(C=1C=C(C=C(C1)C(F)(F)F)[C@@H]1C([C@H]1[C@@H](O[Si](C(C)(C)C)(C)C)[C@H](O[Si](C(C)(C)C)(C)C)[C@@H]1C([C@H]1C1=CC(=CC(=C1)C(F)(F)F)C(F)(F)F)(Cl)Cl)(Cl)Cl)(F)F (5R,6R)-5,6-bis((1R,3R)-3-(3,5-bis(trifluoromethyl)phenyl)-2,2-dichlorocyclopropyl)-2,2,3,3,8,8,9,9-octamethyl-4,7-dioxa-3,8-disiladecane